N-{2-Chloro-4-[(5-chloro-thiophen-2-ylmethyl)-(methyl)amino]-phenyl}-butyramide ClC1=C(C=CC(=C1)N(C)CC=1SC(=CC1)Cl)NC(CCC)=O